(1s,4s)-4-(2-(cyclobutylmethylamino)-8-(2,4,6-trichlorophenylamino)-9H-purin-9-yl)cyclohexanecarboxamide C1(CCC1)CNC1=NC=C2N=C(N(C2=N1)C1CCC(CC1)C(=O)N)NC1=C(C=C(C=C1Cl)Cl)Cl